7-chloro-6-fluoro-4-oxo-1-(propan-2-yl)-1,2,3,4-tetrahydro-1,8-naphthyridine-3-carbaldehyde ClC1=C(C=C2C(C(CN(C2=N1)C(C)C)C=O)=O)F